C(C)S(=O)(=O)C1=CC=C(C=C1)[C@H](CO)NC(C1=C(N=CC=C1)OC)=O N-((R)-1-(4-(ethylsulfonyl)phenyl)-2-hydroxyethyl)-2-methoxynicotinamide